(Z)-3-(3-(3,5-bis(trifluoromethyl)phenyl)-1H-1,2,4-triazol-1-yl)-N-(indolin-1-yl)acrylamide FC(C=1C=C(C=C(C1)C(F)(F)F)C1=NN(C=N1)\C=C/C(=O)NN1CCC2=CC=CC=C12)(F)F